N1-(azetidin-3-yl)-N2-(2-((1-(naphthalen-1-yl)cyclopropyl)carbamoyl)benzyl)oxalamide N1CC(C1)NC(C(=O)NCC1=C(C=CC=C1)C(NC1(CC1)C1=CC=CC2=CC=CC=C12)=O)=O